C(C)(C)(C)OC(=O)N[C@H](C(=O)O)CC(C)(C)F (S)-2-((tert-butoxycarbonyl)amino)-4-fluoro-4-methylpentanoic acid